ClC=1C=C(C=2CC[C@H](C2C1)O)S(=O)(=O)NC1=C(C(=C(C=C1)F)C=1C=C2C=NC(=NC2=C(C1)OC)N[C@H]1CC(CC1)CNC)F (1R)-6-chloro-N-[2,4-difluoro-3-(8-methoxy-2-{[(1R)-3-[(methylamino)methyl]cyclopentyl]amino}quinazolin-6-yl)phenyl]-1-hydroxy-2,3-dihydro-1H-indene-4-sulfonamide